2,3,4,5,6-pentafluorophenol sodium salt [Na].FC1=C(C(=C(C(=C1F)F)F)F)O